stilbenequinone C1=CC=C(C=C1)C=CC2=CC=CC(=O)C2=O